C12CN(CC2C1)C1=NC(=CC(=N1)C=1N=NN(C1)C1=C(C=C(C=C1)NS(=O)(=O)CCO)N1CCC2(CC2)CC1)C N-(4-(4-(2-(3-azabicyclo[3.1.0]hexan-3-yl)-6-methylpyrimidin-4-yl)-1H-1,2,3-triazol-1-yl)-3-(6-azaspiro[2.5]octan-6-yl)phenyl)-2-hydroxyethane-1-sulfonamide